CN(C[C@H](C)O)C (S)-1-(dimethylamino)propan-2-ol